1-(9,9'-spirobi[9H-fluoren]-2-yl)-1,3,4,6,7,8-hexahydro-2H-Pyrimido[1,2-a]pyrimidine C1=C(C=CC=2C3=CC=CC=C3C3(C12)C1=CC=CC=C1C=1C=CC=CC13)N1C=3N(CCC1)CCCN3